ClC=1C2=C(C(N(C1)C1=CC(=CC=C1)C1(CC3(CC3)C1)C1=NN=CN1C)=O)NC(=C2F)CN2CCCC2 4-chloro-3-fluoro-6-{3-[5-(4-methyl-4H-1,2,4-triazol-3-yl)spiro[2.3]hexan-5-yl]phenyl}-2-[(pyrrolidin-1-yl)methyl]-1,6-dihydro-7H-pyrrolo[2,3-c]pyridin-7-one